CCNCC[C@H](CNCCCCNC[C@@H](CCNCC)O)O (6R,15R)-3,8,13,18-tetraazaeicosane-6,15-diol